1,2,3,4,5,6,7,8-octafluoro-9,10-bis[4-(trifluoromethyl)phenyl]anthracene FC1=C(C(=C(C2=C(C3=C(C(=C(C(=C3C(=C12)C1=CC=C(C=C1)C(F)(F)F)F)F)F)F)C1=CC=C(C=C1)C(F)(F)F)F)F)F